1-[4-(4-benzoylphenylsulfanyl)-phenyl]-2-methyl-2-(4-methylbenzenesulfonyl)propan-1-one C(C1=CC=CC=C1)(=O)C1=CC=C(C=C1)SC1=CC=C(C=C1)C(C(C)(S(=O)(=O)C1=CC=C(C=C1)C)C)=O